C(C=C)N1N=CC=C1C(=O)N[C@H](C(=O)NC1=NC(=C(C=C1)C=1C(=NNC1C)C)F)C1CCCCC1 (S)-1-allyl-N-(1-cyclohexyl-2-((5-(3,5-dimethyl-1H-pyrazol-4-yl)-6-fluoropyridin-2-yl)amino)-2-oxoethyl)-1H-pyrazole-5-carboxamide